C(C)(C)SC1=CC=C(C=C1)CO (4-(isopropylthio)phenyl)methanol